(4aR,8aS)-6-(6-(3-(2-((7-nitro-1,3-dihydrobenzo[c][1,2,5]oxadiazol-4-yl)amino)ethoxy)benzyl)-2-azaspiro[3.3]heptane-2-carbonyl)hexahydro-2H-pyrido[4,3-b][1,4]oxazin-3(4H)-one [N+](=O)([O-])C1=CC=C(C2=C1NON2)NCCOC=2C=C(CC1CC3(CN(C3)C(=O)N3C[C@@H]4[C@@H](OCC(N4)=O)CC3)C1)C=CC2